C1(CCC1)N1CC(C(CC1)CCC)C(=O)C1=CC2=CC=C(C=C2C=C1)OC (1-cyclobutyl-4-propylpiperidin-3-yl)(6-methoxynaphthalen-2-yl)methanone